C(C)(=O)C1=CC(=C(C=C1)NC(C)=O)F N-(4-acetyl-2-fluorophenyl)acetamide